C1(C=CC=C1)[Pd]CC=CC1=CC=CC=C1 (2,4-cyclopentadien-1-yl)(phenyl-2-propenyl)-palladium